BrC=1C=C2C=CC(=NC2=CC1)COC 6-Bromo-2-(methoxymethyl)quinoline